(pentamethylcyclopentadienyl)(cyclopentadienyl)titanium CC1=C(C(=C(C1(C)[Ti]C1C=CC=C1)C)C)C